tert-butyl (4R)-4-(1-hydroxybut-3-en-1-yl)-2,2-dimethyloxazolidine-3-carboxylate OC(CC=C)[C@@H]1N(C(OC1)(C)C)C(=O)OC(C)(C)C